FC=1C=2N(C(=C(C1)O)C)N=C(N2)C(=O)OC methyl 8-fluoro-6-hydroxy-5-methyl-[1,2,4]triazolo[1,5-a]pyridine-2-carboxylate